N-(1-(4-(1-(tetrahydro-2H-pyran-2-yl)-1H-pyrazol-4-yl)phenyl)piperidin-4-yl)cyclopentanecarboxamide O1C(CCCC1)N1N=CC(=C1)C1=CC=C(C=C1)N1CCC(CC1)NC(=O)C1CCCC1